N-(5-(difluoromethoxy)-1H-pyrazol-3-yl)-5-(pyridazin-3-ylmethyl)-5H-pyrrolo[2,3-b]pyrazin-3-amine FC(OC1=CC(=NN1)NC1=CN=C2C(=N1)N(C=C2)CC=2N=NC=CC2)F